C1(=CC=CC=C1)P(C1=C(C2=C(OCO2)C=C1)C1=C(C=CC=2OCOC21)P(C2=CC=CC=C2)C2=CC=CC=C2)C2=CC=CC=C2 5,5'-bis(diphenylphosphino)-4,4'-bi-1,3-benzodioxole